1,3-dithiolan S1CSCC1